(2S)-2-hydroxy-3,3-dimethyl-butanoic acid O[C@H](C(=O)O)C(C)(C)C